ClC(C(COCC)=O)C(CC)=O 3-chloro-1-ethoxyhexane-2,4-dione